C(C1=CC=CC=C1)OC=1C=C(C=C2C=C(C(N(C12)C)=O)OCC(=O)NC)[N+](=O)[O-] 2-[(8-benzyloxy-1-methyl-6-nitro-2-oxo-3-quinolinyl)oxy]-N-methyl-acetamide